methyl 2-hydroxy-6-isopropoxy-4-methylbenzoate OC1=C(C(=O)OC)C(=CC(=C1)C)OC(C)C